methyl (Z)-N-(tert-butoxycarbonyl)pyridine-2-carbimidothioate C(C)(C)(C)OC(=O)\N=C(/SC)\C1=NC=CC=C1